N-(4-(4-amino-3-bromopyrazolo[1,5-a]pyrazin-2-yl)phenyl)methacrylamide NC=1C=2N(C=CN1)N=C(C2Br)C2=CC=C(C=C2)NC(C(=C)C)=O